COC(=O)C1=NN(C(=C1)[N+](=O)[O-])COCC[Si](C)(C)C 5-nitro-1-{[2-(trimethylsilyl)ethoxy]methyl}-1H-pyrazole-3-carboxylic acid methyl ester